(R)-6-(3-((R)-4-acryloylmorpholin-3-yl)-5-chlorophenyl)morpholin-3-one C(C=C)(=O)N1[C@@H](COCC1)C=1C=C(C=C(C1)Cl)[C@H]1OCC(NC1)=O